N-((1-methylpiperidin-4-yl)methyl)-2-(piperidin-1-yl)quinazolin-4-amine CN1CCC(CC1)CNC1=NC(=NC2=CC=CC=C12)N1CCCCC1